Cl.C1(=CC=CC=C1)C1=C(NC=2C1=NC=CC2)C2=C(C=NC=C2)OC[C@@H]2NCCC2 3-phenyl-2-{3-[(2R)-pyrrolidin-2-ylmethoxy]pyridin-4-yl}-1H-pyrrolo[3,2-b]pyridine hydrochloride